3-[(3,3,3-trifluoropropyl)sulfinyl]propanamide Methyl-5-(3-(5-benzyl-1-methyl-1H-1,2,4-triazol-3-yl)phenoxy)-1-tosyl-1H-indole-4-carboxylate COC(=O)C=1C=2C=CN(C2C=CC1OC1=CC(=CC=C1)C1=NN(C(=N1)CC1=CC=CC=C1)C)S(=O)(=O)C1=CC=C(C)C=C1.FC(CCS(=O)CCC(=O)N)(F)F